[N-](S(=O)(=O)C(F)(F)F)S(=O)(=O)C(F)(F)F.[N-](S(=O)(=O)C(F)(F)F)S(=O)(=O)C(F)(F)F.[N-](S(=O)(=O)C(F)(F)F)S(=O)(=O)C(F)(F)F.[Co+3] cobalt(III)-tris(bis(trifluoromethylsulfonyl)imide)